bis(3-aminophenyl)-N,N'-dimethylbiphenyl-3,3'-diamine NC=1C=C(C=CC1)C1=C(C(=C(C=C1)C1=CC(=CC=C1)NC)C1=CC(=CC=C1)N)NC